OCC=1N=COC1 4-(hydroxymethyl)oxazole